C1(CCCCC1)COC1=NN2C(C(=N1)N)=NC=C2CC=2C=NC(=C(C2)C)N2CCNCC2 2-(Cyclohexylmethoxy)-7-((5-methyl-6-(piperazin-1-yl)pyridin-3-yl)methyl)imidazo[2,1-f]-[1,2,4]triazin-4-amin